CC1=C(CNC(CC)=O)C=CC=C1 N-(2-methylbenzyl)propanamide